tert-butyl (R)-(1-((4-bromo-1-methyl-1H-pyrazol-3-yl)methoxy)propan-2-yl)carbamate BrC=1C(=NN(C1)C)COC[C@@H](C)NC(OC(C)(C)C)=O